6-isobutyl-4,6-dimethyl-3,6-dihydro-2H-pyran C(C(C)C)C1(C=C(CCO1)C)C